N1(C=NC=C1)C1=CC=C(C=C1)C1=CC(=NN1)NC1=C(C=C(C=C1)NS(=O)(=O)C)C N-(4-((5-(4-(1H-imidazol-1-yl)phenyl)-1H-pyrazol-3-yl)amino)-3-methylphenyl)methanesulfonamide